C1NCC12CC(C2)OC=2C=CC=1N(C2C(F)F)C(=NC1)C 6-((2-azaspiro[3.3]heptan-6-yl)oxy)-5-(difluoromethyl)-3-methylimidazo[1,5-a]pyridine